C(C1CO1)OC1=CC=C(C=C1)C(C)(C1=CC=CC=C1)C1=CC=C(C=C1)OCC1CO1 1,1-bis(4-glycidyloxyphenyl)-1-phenylethane